CN1CCCC1C2=CNC(=O)C=C2 6-hydroxynicotine